N-(1-(4-(tert-butyl)phenyl)-6-(3-methyl-1H-pyrazol-1-yl)-1H-pyrazolo[3,4-d]pyrimidin-4-yl)-5-nitrothiophene-2-carboxamide C(C)(C)(C)C1=CC=C(C=C1)N1N=CC=2C1=NC(=NC2NC(=O)C=2SC(=CC2)[N+](=O)[O-])N2N=C(C=C2)C